S(=O)(=O)([O-])CCOC(C(=C)C)=O.[NH4+] ammonium sulfoethyl-methacrylate salt